ClC1=C(C=C(C=C1)C(CNC(CCC)C)O)O 1-(4-chloro-3-hydroxyphenyl)-2-(1-methylbutylamino)-1-ethanol